C(C)OC(=O)C=1NC2=C(C=CC=C2C1)OCC1C(NCC1)=O 7-((2-oxopyrrolidin-3-yl)methoxy)-1H-indole-2-carboxylic acid ethyl ester